NC1(CS(C1)(=O)=O)C1=CC=C(C=C1)C=1C2=C(N=C(N1)N1[C@H]([C@@H](C1)O)C)C(CC2)(F)F 3-amino-3-(4-(7,7-difluoro-2-((2S,3R)-3-hydroxy-2-methylazetidin-1-yl)-6,7-dihydro-5H-cyclopenta[d]pyrimidin-4-yl)phenyl)thietane 1,1-dioxide